7-(Cyclopropylamino)-5-((3-((methylsulfonyl)methyl)-4-(piperazin-1-yl)phenyl)amino)pyrazolo[1,5-a]pyrimidin C1(CC1)NC1=CC(=NC=2N1N=CC2)NC2=CC(=C(C=C2)N2CCNCC2)CS(=O)(=O)C